FC(C=1C=C(C=CC1)CC(=O)NC1=CN(C(C=C1)=O)C1=CC=CC=C1)(F)F 2-(3-trifluoromethylphenyl)-N-(6-oxo-1-phenyl-1,6-dihydropyridin-3-yl)acetamide